1-[(2S,3S)-2-(2-Chloro-3-methyl-phenyl)-3-(1,1-dioxo-1,4-thiazinan-4-yl)pyrrolidin-1-yl]-2-[3-cyclopropyl-5-(trifluoromethyl)pyrazol-1-yl]ethanone ClC1=C(C=CC=C1C)[C@@H]1N(CC[C@@H]1N1CCS(CC1)(=O)=O)C(CN1N=C(C=C1C(F)(F)F)C1CC1)=O